CN1CCC(CC1)C1=C(SC=C1)C(=O)[O-] 3-(1-methylpiperidin-4-yl)thiophene-2-carboxylate